3-[4-[4-[6-Chloro-4-(trifluoromethyl)-2-pyridinyl]piperazin-1-yl]sulfonylphenyl]-1-oxa-3,8-diazaspiro[4.5]decan-2-one ClC1=CC(=CC(=N1)N1CCN(CC1)S(=O)(=O)C1=CC=C(C=C1)N1C(OC2(C1)CCNCC2)=O)C(F)(F)F